FC1(CCC(CC1)CNC(C(C(=O)N[C@H](CC1=CC=CC=C1)C(C(NCC1=NC=CC=C1)=O)=O)(C)C)=O)F (R)-N1-((4,4-difluorocyclohexyl)methyl)-N3-(3,4-dioxo-1-phenyl-4-((pyridine-2-ylmethyl)amino)butan-2-yl)-2,2-dimethylmalonamide